(R)-tert-Butyl 5-(6-bromopyridin-2-ylcarbamoyl)-3,3-dimethyl-1,3-azasilolidine-1-carboxylate BrC1=CC=CC(=N1)NC(=O)[C@@H]1C[Si](CN1C(=O)OC(C)(C)C)(C)C